methyl 3-(pyrrolidin-3-yl)benzoate hydrochloride Cl.N1CC(CC1)C=1C=C(C(=O)OC)C=CC1